(2R,4S)-1-(5-(5-fluoro-2-methoxypyridin-4-yl)-1H-pyrazole-3-carbonyl)-N-((1r,4S)-4-hydroxy-4-(trifluoromethyl)cyclohexyl)-2-(trifluoromethyl)piperidine-4-carboxamide FC=1C(=CC(=NC1)OC)C1=CC(=NN1)C(=O)N1[C@H](C[C@H](CC1)C(=O)NC1CCC(CC1)(C(F)(F)F)O)C(F)(F)F